C(C)C1=CN=C(S1)C=1C=C(C(=O)O)C=C(C1)OC[C@H]1COCC1 3-(5-Ethyl-1,3-thiazol-2-yl)-5-[(3R)-tetrahydro-furan-3-ylmethoxy]benzoic acid